COC=1C(OC(=CC1NC(COC)CC)C(=O)NC=1SC(=NN1)N1N=CC=C1C)=O 3-Methoxy-4-((1-methoxybutan-2-yl)amino)-N-(5-(5-methyl-1H-pyrazol-1-yl)-1,3,4-thiadiazol-2-yl)-2-oxo-2H-pyran-6-carboxamide